β-(4-hydroxy-3,5-di-tert-butylphenyl)propionic acid OC1=C(C=C(C=C1C(C)(C)C)CCC(=O)O)C(C)(C)C